m-fluorophenol sodium salt [Na].FC=1C=C(C=CC1)O